FC(S(=O)(=O)[O-])(F)F.COC1=CC2=C([S+](C3=C2C=C(C=C3)C)C3=CC=CC(=N3)C(=O)NCC3=CC=C(C=C3)C=3N=NC=NN3)C(=C1)OC 6-(2,4-dimethoxy-8-methyl-dibenzothiophen-5-ium-5-yl)-N-[[4-(1,2,4,5-tetrazin-3-yl)phenyl]methyl]pyridine-2-carboxamide trifluoromethanesulfonate